Cl.FS(C=1C=C(C=CC1)CN)(F)(F)(F)F (3-(pentafluoro-λ6-sulfaneyl)phenyl)methanamine hydrochloride